N[C@@H]1C[C@@H](CCC1)C(=O)N1CCC(CC1)C=1C=C2C(=C(NC2=CC1)C1=CC(=NC=C1)C)C(C)C ((1R,3S)-3-aminocyclohexyl)(4-(3-isopropyl-2-(2-methylpyridin-4-yl)-1H-indol-5-yl)piperidin-1-yl)methanone